2-(4-Oxo-2H-1,3-benzoxazin-3(4H)-yl)ethyl nitrate [N+](=O)(OCCN1COC2=C(C1=O)C=CC=C2)[O-]